(S)-4'-methyl-2'-((2-methyl-6-((tetrahydrofuran-3-yl)amino)pyrimidin-4-yl)amino)-5'-oxo-5',6'-dihydrospiro[cyclohexane-1,7'-pyrrolo[3,4-b]pyridine] 1'-oxide CC1=C2C(=[N+](C(=C1)NC1=NC(=NC(=C1)N[C@@H]1COCC1)C)[O-])C1(NC2=O)CCCCC1